(3R)-1-{2-[(2R,5R)-2-(Methoxymethyl)-5-methylpiperazin-1-yl]acetyl}-3-methyl-3-phenyl-2,3-dihydro-1H-indole-6-carbonitrile COC[C@@H]1N(C[C@H](NC1)C)CC(=O)N1C[C@@](C2=CC=C(C=C12)C#N)(C1=CC=CC=C1)C